C(#N)C=1N=CN(C1)C1=CC=C(C(=N1)OC)NC(=O)C=1C(=NOC1C)C1=CC=CC=C1 [6-(4-cyanoimidazol-1-yl)-2-methoxy-3-pyridinyl]-5-methyl-3-phenyl-isoxazole-4-carboxamide